p-chloroamino-biphenyl ClNC1=CC=C(C=C1)C1=CC=CC=C1